5-methoxy-1-methyl-1,2,3,4-tetrahydroisoquinoline COC1=C2CCNC(C2=CC=C1)C